4-[3,5-dimethoxy-4-(piperazin-1-ylmethyl)phenyl]-2-methyl-2,7-naphthyridin-1-one COC=1C=C(C=C(C1CN1CCNCC1)OC)C1=CN(C(C2=CN=CC=C12)=O)C